BrC1=CC=CC(=N1)C(=O)OC(C)C isopropyl 6-bromopicolinate